C(C)N1C(=NC2=NC=C(C=C21)C2=NN=NN2)C(O)(C2=C(C=CC=C2)F)C2=C(C=CC=C2)F [1-ethyl-6-(1H-1,2,3,4-tetrazol-5-yl)-1H-imidazo[4,5-b]pyridin-2-yl]bis(2-fluorophenyl)methanol